O=C(C(=O)OCC)CC(CC1=CC=C(C=C1)C(F)(F)F)=O ethyl 2,4-dioxo-5-(4-(trifluoromethyl)phenyl)pentanoate